(R)-N-(3,5-Dimethoxyphenyl)-2-ethynyl-N-(2-oxo-1-(2,2,2-trifluoroethyl)piperidin-3-yl)thiazole-4-carboxamide COC=1C=C(C=C(C1)OC)N(C(=O)C=1N=C(SC1)C#C)[C@H]1C(N(CCC1)CC(F)(F)F)=O